5-(2-amino-[1,2,4]triazolo[1,5-a]pyridin-7-yl)-2-chloro-N-(3-(4-chlorophenyl)-3-hydroxypropyl)benzamide NC1=NN2C(C=C(C=C2)C=2C=CC(=C(C(=O)NCCC(O)C3=CC=C(C=C3)Cl)C2)Cl)=N1